FC1=C(C=C(C=C1)N1N=CC2=CC(=CC=C12)C=1C=C(C=CC1)C)O 2-Fluoro-5-(5-(m-tolyl)-1H-indazol-1-yl)phenol